N-(8-fluoro-2-methylimidazo[1,2-a]pyridin-6-yl)-4-(4,7-diazaspiro[2.5]octan-7-yl)-2,3-dihydro-1H-pyrrolo[2,3-b]pyridine-1-carboxamide HCl salt Cl.FC=1C=2N(C=C(C1)NC(=O)N1CCC=3C1=NC=CC3N3CCNC1(CC1)C3)C=C(N2)C